dibenzo[b,d]furan-2,8-diylbis(diphenylphosphino) oxide C1=C2C=CC=3OC4=C(C31)C=C(C=C4)P(C4=CC=CC=C4)(C4=CC=CC=C4)OP2(C2=CC=CC=C2)C2=CC=CC=C2